N1(CCC1)CCOC1=C(C=C(C=C1)NC(CC1=C(N=CS1)C)=O)C=1C(=NOC1C)C N-(4-(2-(azetidin-1-yl)ethoxy)-3-(3,5-dimethylisoxazol-4-yl)phenyl)-2-(4-methylthiazol-5-yl)acetamide